CS(=O)(=O)C=1C=C(C=CC1)C1=C(C(=NC=C1[N+](=O)[O-])OC1=CC=C(C=C1)OC(F)(F)F)C(=O)N (3-methylsulfonylphenyl)-5-nitro-2-[4-(trifluoromethoxy)phenoxy]pyridine-3-carboxamide